1-{4-fluoro-4-[[4-(8-methyl-quinolin-7-yl)-phenyl]-(2-morpholin-4-yl-ethoxy)-methyl]-piperidin-1-yl}-propan-1-one trifluoroacetic acid salt FC(C(=O)O)(F)F.FC1(CCN(CC1)C(CC)=O)C(OCCN1CCOCC1)C1=CC=C(C=C1)C1=CC=C2C=CC=NC2=C1C